NC1=NC=2C=C(C(=CC2C2=C1COC2)C(=O)N(CC)[C@H](C)C=2C=NC(=CC2)Cl)Cl 4-amino-7-chloro-N-((1R)-1-(6-chloro-3-pyridinyl)ethyl)-N-ethyl-1,3-dihydrofuro[3,4-c]quinoline-8-carboxamide